C(C)(=O)C1=C(C=C(C=C1)Cl)C1=CC(N(N=C1O)CC1=CC=C(C=C1)OC)=O 5-(2-acetyl-5-chlorophenyl)-6-hydroxy-2-(4-methoxybenzyl)pyridazin-3(2H)-one